C1(=CC(=CC=C1)C#CC1=CN=C2N1CCNC2)C 3-[2-(m-tolyl)ethynyl]-5,6,7,8-tetrahydroimidazo[1,2-a]pyrazine